C(C)O[C@@H]1C[C@@]2(CCCN2C1)COC(C1=CC=CC=C1)(C1=CC=CC=C1)C1=CC=CC=C1 (2R,7aS)-2-ethoxy-7a-((trityloxy)methyl)hexahydro-1H-pyrrolizine